BrC=1C(=NC(=C(C(=O)O)C1O)C)C 5-bromo-4-hydroxy-2,6-dimethylnicotinic acid